C1C=CC2C(CC3=CNC4C=CC=CC3=4)=CNC=2C=1 3,3-diindolylmethane